N1(C=NC=C1)CC1=CC(=CC=2C(=COC21)CO)Br (7-((1H-imidazol-1-yl)methyl)-5-bromobenzofuran-3-yl)methanol